C(C=C)(=O)N1CC(C1)C1CCNC=2N1N=C(C2C(=O)N)C2=CC=C(C=C2)OC2=CC(=CC=C2)Cl 7-(1-acryloylazetidin-3-yl)-2-(4-(3-chlorophenoxy)phenyl)-4,5,6,7-tetrahydropyrazolo[1,5-a]pyrimidine-3-carboxamide